3-(8-Cyanoquinolin-5-yl)-3,6-diazabicyclo[3.1.1]heptane-6-carboxylic acid tert-butyl ester C(C)(C)(C)OC(=O)N1C2CN(CC1C2)C2=C1C=CC=NC1=C(C=C2)C#N